O1C(=NC2=C1C=CC=C2)C2=CC=C(C=C2)C=CC2=CC=C(C=C2)C=2OC1=C(N2)C=CC=C1 1,2-bis(4-(benzo[d]oxazol-2-yl)phenyl)ethylene